CC=1N=C2N(C=C(C=C2C)C2=CC(=C3C(N(C=NC3=C2)C2CCNCC2)=O)F)C1 7-{2,8-dimethylimidazo[1,2-a]pyridin-6-yl}-5-fluoro-3-(piperidin-4-yl)quinazolin-4-one